2-((4-((2-(dimethylamino)ethyl)(methyl)amino)-2-methoxy-5-nitrophenyl)amino)-8-methyl-6-(1-methyl-1H-pyrazol-4-yl)pyrido[2,3-d]pyrimidin-7(8H)-one CN(CCN(C1=CC(=C(C=C1[N+](=O)[O-])NC=1N=CC2=C(N1)N(C(C(=C2)C=2C=NN(C2)C)=O)C)OC)C)C